seryl octatriacontanoate C(CCCCCCCCCCCCCCCCCCCCCCCCCCCCCCCCCCCCC)(=O)OC([C@@H](N)CO)=O